BrC=1C=CC(=NC1)C=1OC(=NN1)C 2-(5-bromopyridin-2-yl)-5-methyl-1,3,4-oxadiazole